(S)-2-(6-Fluorobenzo[d]oxazol-2-yl)-6-methoxy-5-((4-methylbenzyl)oxy)-1,2,3,4-tetrahydroisoquinoline-3-carboxylic acid methyl ester COC(=O)[C@H]1N(CC2=CC=C(C(=C2C1)OCC1=CC=C(C=C1)C)OC)C=1OC2=C(N1)C=CC(=C2)F